NC=1SC2=C(N1)C(=CC=C2O)F 2-amino-4-fluoro-1,3-benzothiazol-7-ol